5-(2-chloro-5-(isobutyramidomethyl)benzamido)-1-methyl-N-(2-(trifluoromethoxy)phenyl)-1H-indole-2-carboxamide ClC1=C(C(=O)NC=2C=C3C=C(N(C3=CC2)C)C(=O)NC2=C(C=CC=C2)OC(F)(F)F)C=C(C=C1)CNC(C(C)C)=O